COC=1C=C(C=C2C(=NC(=NC12)C)S)C(F)(F)F 8-methoxy-2-methyl-6-(trifluoromethyl)quinazoline-4-thiol